thiane-1,1-dione S1(CCCCC1)(=O)=O